ClC1=C(C=C(C(=C1)F)C=1C=NN(C1)CC1CC1)NC(=O)C=1C=NN2C1C=CC=C2 N-[2-Chloro-5-[1-(cyclopropylmethyl)pyrazol-4-yl]-4-fluorophenyl]pyrazolo[1,5-a]pyridine-3-carboxamide